C(C)(C)(C)C=1C(=NC(=C(C(=O)O)C1NC(=O)OC(C)(C)C)Cl)Cl tert-butyl-4-(tert-butoxycarbonylamino)-2,6-dichloronicotinic acid